5,5'-oxybis(N-(2-ethylhexyl)-2-acetyl-3-hydroxypyridin-4-one) O(C=1C(C(=C(N(C1)CC(CCCC)CC)C(C)=O)O)=O)C=1C(C(=C(N(C1)CC(CCCC)CC)C(C)=O)O)=O